N-(4-((2-(1,1-difluoroethyl)-6-methoxypyrimidin-4-yl)amino)-5-(1-methyl-pyrazol-3-yl)pyridin-2-yl)acetamide FC(C)(F)C1=NC(=CC(=N1)NC1=CC(=NC=C1C1=NN(C=C1)C)NC(C)=O)OC